C(=O)O.ClC=1C(=C(OCC#N)C=CC1C1=CN=C2N1C=CN=C2NC2=CC(=C(C=C2)C(=O)N2CCN(CC2)C(=O)C2(CCNCC2)O)C)F 2-[3-chloro-2-fluoro-4-[8-[4-[4-(4-hydroxypiperidine-4-carbonyl)piperazine-1-carbonyl]-3-methyl-anilino]imidazo[1,2-a]pyrazin-3-yl]phenoxy]acetonitrile formate